N-(4-(5-(trifluoromethyl)pyridazin-3-yl)phenyl)acrylamide FC(C=1C=C(N=NC1)C1=CC=C(C=C1)NC(C=C)=O)(F)F